3,5-bis-trifluoromethylphenyl isocyanate FC(C=1C=C(C=C(C1)C(F)(F)F)N=C=O)(F)F